(R)-1-(naphthalene-1-yl)ethanamine C1(=CC=CC2=CC=CC=C12)[C@@H](C)N